C(CC(=O)OO)(=O)OO di-peroxymalonic acid